C1(=CC=CC=C1)CN1CC=2N=CN=C(C2CC1)N1CC(C1)NC(OC(C)(C)C)=O 1,1-di(methyl)ethyl N-[1-[7-(phenylmethyl)-6,8-dihydro-5H-pyrido[3,4-d]pyrimidin-4-yl]azetidin-3-yl]carbamate